ClC=1C=C(C(=O)N2CC=3C(C[C@H]2C)=NN(C3C(=O)OCC)[C@@H](CNC(C)C3=NC=C(C=N3)C(F)(F)F)C)C=CC1Cl (6R)-Ethyl 5-(3,4-dichlorobenzoyl)-6-methyl-2-((2R)-1-((1-(5-(trifluoromethyl) pyrimidin-2-yl) ethyl) amino) propan-2-yl)-4,5,6,7-tetrahydro-2H-pyrazolo[4,3-c]pyridine-3-carboxylate